5-fluoro-2-(methoxycarbonyl)-3-methylpyridine 1-oxide FC=1C=C(C(=[N+](C1)[O-])C(=O)OC)C